(2,4,6-trimethoxybenzoyl)diphenylphosphine oxide COC1=C(C(=O)P(C2=CC=CC=C2)(C2=CC=CC=C2)=O)C(=CC(=C1)OC)OC